1-((R)-3-(4-amino-(4-phenoxyphenyl)-1H-pyrazolo[3,4-d]pyrimidin-1-yl)piperidin-1-yl)-2-hydroxypropan-1-one NC1=C2C(=NC=N1)N(N=C2C2=CC=C(C=C2)OC2=CC=CC=C2)[C@H]2CN(CCC2)C(C(C)O)=O